COC[C@H]1N(CCC1)CCC(=O)N1CCC(CC1)=O 1-(3-((s)-2-(methoxymethyl)pyrrolidin-1-yl)propanoyl)-piperidin-4-one